1-[(3S)-3-[4-[2,3-difluoro-4-[[(2S)-tetrahydrofuran-2-yl]methoxy]anilino]pyrido[3,2-d]pyrimidin-6-yl]oxypyrrolidin-1-yl]prop-2-en-1-one FC1=C(NC=2C3=C(N=CN2)C=CC(=N3)O[C@@H]3CN(CC3)C(C=C)=O)C=CC(=C1F)OC[C@H]1OCCC1